N-((2-(2-((cis)-2,6-dimethylmorpholino)pyrimidin-4-yl)-1,6-naphthyridin-7-yl)methyl)-5-((2-hydroxyethyl)sulfonyl)-6-(trifluoromethyl)nicotinamide C[C@@H]1O[C@@H](CN(C1)C1=NC=CC(=N1)C1=NC2=CC(=NC=C2C=C1)CNC(C1=CN=C(C(=C1)S(=O)(=O)CCO)C(F)(F)F)=O)C